[N+](=O)([O-])C=1C=C(C=CC1)C(NCC1=CC(=CC(=C1)OC)OC)=S 3-nitro-N-(3,5-dimethoxybenzyl)benzenethioamide